1-(6,6,9-trimethyl-3,5,6,8-tetrahydro-1H-7-oxa-2,4-diaza-cyclopenta[b]naphthalen-2-yl)-ethanone CC1(CC=2N=C3C(=C(C2CO1)C)CN(C3)C(C)=O)C